(5,5,8,8-Tetramethyl-5,6,7,8-tetrahydronaphthalen-1-yl)boronic acid CC1(C=2C=CC=C(C2C(CC1)(C)C)B(O)O)C